N-(5-(7'-Fluoro-3'-methyl-2'-oxo-1-(m-tolyl)-2',3'-dihydrospiro[azetidine-3,1'-pyrrolo[2,3-c]quinolin]-8'-yl)-2-(2-(isopropylamino)ethoxy)pyridin-3-yl)methanesulfonamide FC=1C(=CC=2C3=C(C=NC2C1)N(C(C31CN(C1)C=1C=C(C=CC1)C)=O)C)C=1C=C(C(=NC1)OCCNC(C)C)NS(=O)(=O)C